(2R)-N-[(1R,4R)-4-hydroxy-4-(trifluoromethyl)cyclohexyl]-2-(trifluoromethyl)piperidine-4-carboxamide Methallyl-butyrate C(C(C)=C)OC(CCC)=O.OC1(CCC(CC1)NC(=O)C1C[C@@H](NCC1)C(F)(F)F)C(F)(F)F